N1(CCNCC1)C1=CC=C(C(=O)OCC)C=C1 ethyl (4-piperazine-1-yl)benzoate